phthalic acid diglycidyl ester diacrylate C(C=C)(=O)O.C(C=C)(=O)O.C(C1CO1)OC(C=1C(C(=O)OCC2CO2)=CC=CC1)=O